NC(CC1(C2CC3CC(CC1C3)C2)CC(=O)O)=O 2-((1r,3r,5r,7r)-2-(2-amino-2-oxoethyl)adamantan-2-yl)acetic acid